2-Fluoro-4-(3-(2-((2R)-2-hydroxy-7-azabicyclo[2.2.1]heptan-7-yl)acetyl)-2,5-dimethyl-1H-pyrrol-1-yl)benzonitrile FC1=C(C#N)C=CC(=C1)N1C(=C(C=C1C)C(CN1C2[C@@H](CC1CC2)O)=O)C